C=C(C)C1=C(C=CC=C1)C1(CCC2(OCCO2)CC1)C#N 8-(2-(prop-1-en-2-yl)phenyl)-1,4-dioxaspiro[4.5]decane-8-carbonitrile